methyl 2-(azidomethyl)-6-fluorobenzofuran-7-carboxylate N(=[N+]=[N-])CC=1OC2=C(C1)C=CC(=C2C(=O)OC)F